isobutyl (5-hydroxy-3,4,6-trimethylpyridin-2-yl)carbamate OC=1C(=C(C(=NC1C)NC(OCC(C)C)=O)C)C